ClC=1C(=CC(=C(C(=O)NC2=CC(=CC=C2)[S@@](=O)(=NC(CNC)=O)C)C1)N1CCC(CCC1)(F)F)C(F)(F)F (R)-5-chloro-2-(4,4-difluoroazepan-1-yl)-N-(3-(S-methyl-N-(methylglycyl)sulfonimidoyl)phenyl)-4-(trifluoromethyl)benzamide